7-(2-amino-6-fluoro-5-(4-(4-isopropylpiperazin-1-yl)phenyl)pyridin-3-yl)-6-fluoro-2-methylquinazolin-4(3H)-one NC1=NC(=C(C=C1C1=C(C=C2C(NC(=NC2=C1)C)=O)F)C1=CC=C(C=C1)N1CCN(CC1)C(C)C)F